ClC1=CC=C(C(=N1)C=1C=C(C=CC1F)CC(C(=O)OC(C)(C)C)(C)C)F tert-butyl 3-(3-(6-chloro-3-fluoropyridin-2-yl)-4-fluorophenyl)-2,2-dimethylpropionate